C1OC=CC2=C1C=C(C=C2)N 2-benzopyran-7-amine